4-(2-iodo-1-methyl-1H-imidazol-4-yl)piperidine-1-carboxylic acid tert-butyl ester C(C)(C)(C)OC(=O)N1CCC(CC1)C=1N=C(N(C1)C)I